CN1C=2C=3C=CN=C(CCC(C([C@H](C(NC2C=N1)=O)C)[2H])[2H])C3 (9R,13S)-3,9-dimethyl-8-oxo(10,11-2H2)-3,4,7,15-tetraazatricyclo[12.3.1.02,6]octadeca-1(18),2(6),4,14,16-pentaen